C(C)(C)(C)OC(=O)N[C@H](C)C1=CC(=NC=C1)NC([C@H](C1CCC(CC1)(F)F)NC(OCC1=CC=CC=C1)=O)=O Benzyl ((S)-2-((4-((R)-1-((tert-butoxycarbonyl)amino)ethyl)pyridin-2-yl)amino)-1-(4,4-difluorocyclohexyl)-2-oxoethyl)carbamate